CN1C(C=2C(C1=O)=C(C(=C(C2F)F)F)F)=O methyl-3,4,5,6-tetrafluorophthalimide